1-((4-(5-chloro-2-((1-cyclopropyl-1H-pyrazol-4-yl)amino)pyrimidin-4-yl)-2-fluorophenoxy)methyl)cyclopropanecarbonitrile ClC=1C(=NC(=NC1)NC=1C=NN(C1)C1CC1)C1=CC(=C(OCC2(CC2)C#N)C=C1)F